2-(cyclohexylsulfonyl)-2,5-diazabicyclo[2.2.2]octane C1(CCCCC1)S(=O)(=O)N1C2CNC(C1)CC2